BrC1=NC(=CC2=C1OCC(O2)C(F)(F)F)SC 5-bromo-7-(methylthio)-2-(trifluoromethyl)-2,3-dihydro-[1,4]dioxino[2,3-c]pyridine